3-acetyl-1-(1-(4-fluorophenyl)-6-methyl-1H-indazol-5-yl)-N-(5-fluoropyridin-2-yl)-3-azabicyclo[3.1.0]hexane-6-carboxamide C(C)(=O)N1CC2(C(C2C1)C(=O)NC1=NC=C(C=C1)F)C=1C=C2C=NN(C2=CC1C)C1=CC=C(C=C1)F